CN(CC(=O)N1CCC(CC1)C=1C=C2C(=C(NC2=CC1)C1=CC(=NC(=C1)C)F)C(C)C)C 2-(dimethylamino)-1-(4-(2-(2-fluoro-6-methylpyridin-4-yl)-3-isopropyl-1H-indol-5-yl)piperidin-1-yl)ethan-1-one